FC1=C(C2=CC=CC=C2[C@]12CC1(OCCO1)CCC2)F (S)-2,3-difluorodispiro[indene-1,1'-cyclohexane-3',2''-[1,3]dioxolane]